[C@@H]12CC(C[C@@H](C=C1)N2)OC2=CC=C(N=N2)C2=C(C=C(C=C2)N2N=NC=C2)O 2-(6-(((1R,3r,5S)-8-azabicyclo[3.2.1]oct-6-en-3-yl)oxy)pyridazin-3-yl)-5-(1H-1,2,3-triazol-1-yl)phenol